methyl 4-bromo-3-((2-hydroxyethyl)amino)thiophene-2-carboxylate BrC=1C(=C(SC1)C(=O)OC)NCCO